5-Bromo-thiophen BrC1=CC=CS1